(2R,5S)-5-(aminomethyl)-2-(1-naphthyl)-1,4-thiazepan-3-one NC[C@H]1NC([C@H](SCC1)C1=CC=CC2=CC=CC=C12)=O